N-(t-butoxycarbonyl)-L-proline C(C)(C)(C)OC(=O)N1[C@@H](CCC1)C(=O)O